NC(COCCC(=O)[O-])(COCCC(=O)OC(C)(C)C)COCCC(=O)OC(C)(C)C tert-butyl 3,3'-(2-amino-2-((3-tert-butoxy-3-oxopropoxy)methyl)propane-1,3-diyl)bis(oxy)dipropanoate